C(C)[Si](CC)(CC)OB(O[Si](CC)(CC)CC)O[Si](CC)(CC)CC tris(triethylsilyl)borate